FC([C@H]1[C@@H](CCCC1)NC1=NC(=NC=C1C(=O)N)NC1=C(C=C2CCN(CC2=C1)C)OC)F 4-{[(1R,2R)-2-(difluoromethyl)cyclohexyl]amino}-2-[(6-methoxy-2-methyl-1,2,3,4-tetrahydroisoquinolin-7-yl)amino]pyrimidine-5-carboxamide